2-[2-(4-benzoyl-phenyl)-benzimidazol-1-yl]-2,N-dicyclohexyl-acetamide C(C1=CC=CC=C1)(=O)C1=CC=C(C=C1)C1=NC2=C(N1C(C(=O)NC1CCCCC1)C1CCCCC1)C=CC=C2